N1C=C(C2=CC=CC=C12)C(C(C1=CC=CC=C1)NCCC1=CC=C(C=C1)S(=O)(=O)N)=O 4-(2-((2-(1H-indole-3-yl)-2-oxo-1-phenylethyl)amino)ethyl)benzenesulfonamide